C(C)N1C[C@@H](CCC1)NC1=NN=C(C=2N1N=C(C2)C)C2=C(C=C(C=C2F)OC)O 2-(7-{[(3R)-1-ethylpiperidin-3-yl]amino}-2-methylpyrazolo[1,5-d][1,2,4]triazin-4-yl)-3-fluoro-5-methoxyphenol